ClC=1N=NC(=CC1N1CC(C(C1)(F)F)N(C(O)=O)C(C)(C)C)C=1C(=NC(=NC1)O)O.CC(CCC(CCC=C)CC)CCCC(CCCC)C 8,12-dimethyl-5-ethyl-hexadecene 1-(3-chloro-6-(2,4-dihydroxypyrimidin-5-yl)pyridazin-4-yl)-4,4-difluoropyrrolidin-3-yl-tert-butylcarbamate